[C@@H]1(C[C@H]([C@@H](CC1)[C@H](CO)C)O)C (-)-(1R,3R,4S,8R)-3,9-p-menthanediol